(z)-octadec-9-enoic acid ethyl ester C(C)OC(CCCCCCC\C=C/CCCCCCCC)=O